[Pd](Cl)Cl.C1(=CC=CC=C1)P([C-]1C=CC=C1)C1=CC=CC=C1.[C-]1(C=CC=C1)P(C1=CC=CC=C1)C1=CC=CC=C1.[Fe+2] [1,1'-bis(Diphenylphosphino)ferrocene] palladium dichloride